FC=1C(=C(C=C(C1F)F)[Ir+]C=1C(=NC=CC1)C(=O)O)C1=NC=CC=C1 3,4,5-trifluoro-2-(2-pyridinyl)phenyl-(2-carboxypyridinyl)iridium (III)